(3-chloro-4-(4-(2-((1-hydroxycyclopentyl)methyl)pyridin-4-yl)thiophen-2-yl)phenyl)(4-hydroxypiperidin-1-yl)methanone ClC=1C=C(C=CC1C=1SC=C(C1)C1=CC(=NC=C1)CC1(CCCC1)O)C(=O)N1CCC(CC1)O